N-(2-(tert-butyl)pyridin-4-yl)-6-(imidazo[1,2-a]pyridine-3-carbonyl)-4,5,6,7-tetrahydrothieno[2,3-c]pyridine-3-carboxamide C(C)(C)(C)C1=NC=CC(=C1)NC(=O)C1=CSC=2CN(CCC21)C(=O)C2=CN=C1N2C=CC=C1